tert-butyl 3-({8-bromo-6H-isochromeno[3,4-b]pyridin-3-yl}oxy)-6,6-difluoro-8-azabicyclo[3.2.1]octane-8-carboxylate BrC=1C=CC2=C(C1)COC1=NC(=CC=C12)OC1CC2CC(C(C1)N2C(=O)OC(C)(C)C)(F)F